methyl 3-amino-5-cyclopropoxypyridine-2-carboxylate NC=1C(=NC=C(C1)OC1CC1)C(=O)OC